C(=C)C(C(C(=O)OCC)(C)C)CCCC Ethyl vinyl-2,2-dimethylheptanoate